1,1,1,3,3,3-hexafluoropropan-2-yl (R)-1-((2-(trifluoromethyl)pyrimidin-5-yl)carbamoyl)-6-azaspiro[2.5]octane-6-carboxylate FC(C1=NC=C(C=N1)NC(=O)[C@@H]1CC12CCN(CC2)C(=O)OC(C(F)(F)F)C(F)(F)F)(F)F